O[C@@H](CN(C(OC(C)(C)C)=O)C1COC2(C1)CCN(CC2)C(=O)C=2C=CC1=C(OCCN1C)C2)COC2=CC(=CC=C2)S(=O)(=O)C tert-butyl ((S)-2-hydroxy-3-(3-(methylsulfonyl)phenoxy)propyl)(8-(4-methyl-3,4-dihydro-2H-benzo[b][1,4]oxazine-7-carbonyl)-1-oxa-8-azaspiro[4.5]decan-3-yl)carbamate